furo[3,2-d]-pyrimidin-4-yl-methanol N1=CN=C(C2=C1C=CO2)CO